4-((R)-5-benzyl-4-(4-hydroxybenzyl)-2-isopropyl-3-oxo-3,4-dihydropyrazin-1(2H)-yl)-3-nitro-N-(((R)-tetrahydrofuran-2-yl)methyl)benzamide C(C1=CC=CC=C1)C=1N(C([C@H](N(C1)C1=C(C=C(C(=O)NC[C@@H]2OCCC2)C=C1)[N+](=O)[O-])C(C)C)=O)CC1=CC=C(C=C1)O